CC1(OB(OC1(C)C)C1=CC=C(C=C1)C1(COC1)O)C 3-[4-(4,4,5,5-tetramethyl-1,3,2-dioxaborolan-2-yl)phenyl]oxetan-3-ol